FC=1C(=CC=C2C(=NC(=NC12)OC[C@H]1NCCC1)N1CC2CCC(C1)N2C(=O)OC(C)(C)C)C2=CC(=CC1=CC=CC=C21)O Tert-butyl 3-[8-fluoro-7-(3-hydroxy-1-naphthyl)-2-[[(2S)-pyrrolidin-2-yl]methoxy]quinazolin-4-yl]-3,8-diazabicyclo[3.2.1]octane-8-carboxylate